CN(C1=CC=C(C=C1)C1NCCC2=CC(=C(C=C12)O)OC)C 1-(4-(dimethylamino)phenyl)-6-methoxy-1,2,3,4-tetrahydroisoquinolin-7-ol